COC(=O)C1CCN(CC1)CC1=CC=C(C=C1)[N+](=O)[O-] (4-nitrobenzyl)piperidine-4-carboxylic acid methyl ester